CC1=C(C=NN1)C1=CC2=C(N=C(S2)NC2=NC=CC(=C2)N2CCN(CC2)CCC(F)(F)F)C=C1 6-(5-methyl-1H-pyrazol-4-yl)-N-(4-(4-(3,3,3-trifluoropropyl)piperazin-1-yl)pyridin-2-yl)benzo[d]thiazol-2-amine